((((4-bromo-2-methoxy-5-(trifluoromethyl)phenyl)azanediyl)bis(ethane-2,1-diyl))bis(oxy))bis(ethane-2,1-diyl) bis(4-methylbenzenesulfonate) CC1=CC=C(C=C1)S(=O)(=O)OCCOCCN(CCOCCOS(=O)(=O)C1=CC=C(C=C1)C)C1=C(C=C(C(=C1)C(F)(F)F)Br)OC